(1R,2S)-2-(3-([2-(3,3-difluoroazetidin-1-yl)-5-methoxypyrimidin-4-yl]amino)-1H-indazol-6-yl)-5'-methoxyspiro[cyclopropane-1,3'-indol]-2'(1'H)-one FC1(CN(C1)C1=NC=C(C(=N1)NC1=NNC2=CC(=CC=C12)[C@@H]1C[C@@]12C(NC1=CC=C(C=C21)OC)=O)OC)F